4-(4-Fluoro-3-(3-(isopropylamino)azetidin-1-carbonyl)benzyl)phthalazin-1(2H)-on Hydrochlorid Cl.FC1=C(C=C(CC2=NNC(C3=CC=CC=C23)=O)C=C1)C(=O)N1CC(C1)NC(C)C